CNC(=O)C12CC(C1)C2 N-methylbicyclo[1.1.1]pentane-1-carboxamide